N-acetylgalactosamine sulfate S(=O)(=O)(O)O.C(C)(=O)N[C@H]1C(O)O[C@@H]([C@@H]([C@@H]1O)O)CO